COC=1C=C(C(=C(C1O)O)C)C1=NC2=C(N1)C=CC(=C2)OC 6-methoxy-4-(5-methoxy-1H-benzo[d]imidazol-2-yl)-3-methylbenzene-1,2-diol